bis(2-n-butyl-4-(4-n-butyl-phenyl)-indenyl)zirconium dichloride [Cl-].[Cl-].C(CCC)C=1C(C2=CC=CC(=C2C1)C1=CC=C(C=C1)CCCC)[Zr+2]C1C(=CC2=C(C=CC=C12)C1=CC=C(C=C1)CCCC)CCCC